NC=1C(=C(C(=O)OC)C(=CN1)Br)\C=C\OCC methyl (E)-2-amino-5-bromo-3-(2-ethoxyvinyl)isonicotinate